NCCN1N=CC(=C1)N1C(=CC2=CC=C(C(=C12)F)Cl)C1CC1 1-(1-(2-aminoethyl)-1H-pyrazol-4-yl)-6-chloro-2-cyclopropyl-7-fluoro-1H-indole